N1N=NC(=C1)C1CN(C1)C1=NN=C(O1)C=1C=NC(=NC1)NCCC1=CC=C(C=C1)Cl 5-(5-(3-(1H-1,2,3-triazol-4-yl)azetidin-1-yl)-1,3,4-oxadiazol-2-yl)-N-(4-chlorophenethyl)pyrimidin-2-amine